C1(CCCCCCC1)(C1CCCCCCC1)C=O bicyclooctanal